1-hydroxypiperidine-2,6-dione ON1C(CCCC1=O)=O